C(#N)C1=NC=CC=C1C1=CC=C2C(=CN(C2=C1)CC(C)(C)C)[C@@H](C(F)F)NS(=O)(=O)C1CC1 (S)-N-(1-(6-(2-cyanopyridin-3-yl)-1-neopentyl-1H-indol-3-yl)-2,2-difluoroethyl)cyclopropanesulfonamide